O=C(C(=O)NC=1C2=C(C=NC1)C=NN2COCC[Si](C)(C)C)N2[C@H](CC[C@@H](C2)C)C=2C=CC1=C(N=C(S1)CC(C)N1CCCC1)C2 2-oxo-2-[(2R,5S)-5-methyl-2-[2-(2-pyrrolidin-1-ylpropyl)-1,3-benzothiazol-5-yl]-1-piperidyl]-N-[1-(2-trimethylsilylethoxymethyl)pyrazolo[4,3-c]pyridin-7-yl]acetamide